(S)-1-nitrosopyrrolidine-2-carboxylic acid N(=O)N1[C@@H](CCC1)C(=O)O